NC1(CN(C1)C(=O)OC(C)(C)C)C1=CC=C(C=C1)F tert.-butyl 3-amino-3-(4-fluorophenyl)azetidine-1-carboxylate